FC=1C=C(C(=C(C1)NC1=C(C(=CC=C1)C)F)C)N 5-fluoro-N1-(2-fluoro-3-methylphenyl)-2-methylbenzene-1,3-diamine